C[Si]1(N(CCC1)CCC[Li])C 3-(2,2-dimethyl-1-aza-2-sila-1-cyclopentyl)propyllithium